1-(5-bromo-4-fluoro-2-hydroxy-3-methylphenyl)-3-(dimethylamino)-prop-2-en-1-one BrC=1C(=C(C(=C(C1)C(C=CN(C)C)=O)O)C)F